1-[4-[2,3-Difluoro-4-(trifluoromethyl)phenyl]-3-fluorophenyl]-4-(5-propyl-1,3-dioxan-2-yl)cyclohexanol FC1=C(C=CC(=C1F)C(F)(F)F)C1=C(C=C(C=C1)C1(CCC(CC1)C1OCC(CO1)CCC)O)F